CN1N=C(C=C1C)CN1C(C2=CC=C(C=C2C=N1)S(=O)(=O)C1=CC=CC=C1)=O 2-((1,5-dimethyl-1H-pyrazol-3-yl)methyl)-6-(phenylsulfonyl)phthalazin-1(2H)-one